COC(=O)C=1N(C=C(C1)NC(=O)C=1N(C=C(C1)N)C)C 4-(4-amino-1-methyl-1H-pyrrole-2-carboxamido)-1-methyl-1H-pyrrole-2-carboxylic acid methyl ester